C1(=CC=CC=C1)P(C1=C(C2=CC=CC=C2C=C1)C1=C(C=CC2=CC=CC=C12)P(C1=CC=CC=C1)C1=CC=CC=C1)C1=CC=CC=C1 rac-(R)-(+)-2,2'-bis(diphenylphosphino)-1,1'-binaphthyl